butyl (S)-(1-(4-chloro-3-(1-(difluoromethyl)-1H-1,2,4-triazol-5-yl)phenyl)-2-hydroxyethyl)carbamate ClC1=C(C=C(C=C1)[C@@H](CO)NC(OCCCC)=O)C1=NC=NN1C(F)F